C1(CCCCC1)=O.[Pt] platinum (0) cyclohexanone